[3-(pyridin-3-yl)phenyl]prop-2-enamide N1=CC(=CC=C1)C=1C=C(C=CC1)C(C(=O)N)=C